6-Methyl-pyridine-2-carboxylic acid [3-(4-methyl-1H-imidazol-2-yl)-adamantan-1-yl]-amide CC=1N=C(NC1)C12CC3(CC(CC(C1)C3)C2)NC(=O)C2=NC(=CC=C2)C